2,6-dicyano-naphthalene C(#N)C1=CC2=CC=C(C=C2C=C1)C#N